C(CCC)C1CCC(CC1)C(=O)O[C@@H]1[C@](O[C@H](C1)N1C2=NC(=NC(=C2N=C1)N)F)(CO)C#C (2R,3S,5R)-5-(6-amino-2-fluoro-9H-purin-9-yl)-2-ethynyl-2-(hydroxymethyl)tetrahydrofuran-3-yl (1s,4S)-4-butylcyclohexane-1-carboxylate